O1COC2=C1C=CC(=C2)N(C(=O)NC2=CC(=C(C=C2)F)Cl)CC2=NN=C1N2CCOCC1 1-(benzo[d][1,3]dioxol-5-yl)-3-(3-chloro-4-fluorophenyl)-1-((5,6,8,9-tetrahydro-[1,2,4]triazolo[4,3-d][1,4]oxazepin-3-yl)methyl)urea